O1C(CCCC1)N1N=CC(=C1)C=1C=CC(=NC1)C(=O)OC methyl 5-[1-(oxan-2-yl)pyrazol-4-yl]pyridine-2-carboxylate